6-(3,5-difluoroanilino)-3-methoxy-N-(1-methylcyclohexyl)pyridine-2-carboxamide FC=1C=C(NC2=CC=C(C(=N2)C(=O)NC2(CCCCC2)C)OC)C=C(C1)F